5-Amino-1-cyclopropyl-3-[4-[2-[[3-(2,2-dimethylpropyl)isoxazol-5-yl]amino]-2-oxo-ethyl]phenyl]pyrazole-4-carboxamide NC1=C(C(=NN1C1CC1)C1=CC=C(C=C1)CC(=O)NC1=CC(=NO1)CC(C)(C)C)C(=O)N